BrC=1C=C2C(OCC=3C=C(N=CC3C=3C=CC(=C(NS(C(C1OC)=C2)(=O)=O)C3)C(F)(F)F)OC)=O 13-bromo-5,14-dimethoxy-16,16-dioxo-19-(trifluoromethyl)-9-oxa-16λ6-thia-4,17-diazatetracyclo[16.3.1.111,15.02,7]tricosa-1(22),2(7),3,5,11,13,15(23),18,20-nonaen-10-one